5-Bromo-1-[(2R,5S)-5-(hydroxymethyl)-2,5-dihydrofuran-2-yl]-3H-pyrimidine-2,4-dione BrC=1C(NC(N(C1)[C@@H]1O[C@@H](C=C1)CO)=O)=O